O[C@H]1[C@@H](O[C@@H]([C@@H]([C@@H]1N1N=NC(=C1)C1=CC(=C(C(=C1)F)F)F)O)CO)SC(C(=O)N(C)CC)C(CC1=CC=CC=C1)O 2-(((2S,3R,4S,5R,6R)-3,5-dihydroxy-6-(hydroxymethyl)-4-(4-(3,4,5-trifluorophenyl)-1H-1,2,3-triazol-1-yl)tetrahydro-2H-pyran-2-yl)thio)-N-ethyl-3-hydroxy-N-methyl-4-phenylbutanamide